5-{6-[(3R,5S)-3,5-dimethylpiperazin-1-yl]pyrido[2,3-d]pyrimidin-2-yl}-2,7-dimethylindazol-6-ol C[C@@H]1CN(C[C@@H](N1)C)C1=CC2=C(N=C(N=C2)C2=CC3=CN(N=C3C(=C2O)C)C)N=C1